[C@H](C)(CC)NC=1N=CC2=C(N1)NC=C2C2=CC=1N(C=C2)N=CC1C(=O)NC1CCOCC1 (S)-5-(2-(sec-butylamino)-7H-pyrrolo[2,3-d]pyrimidin-5-yl)-N-(tetrahydro-2H-pyran-4-yl)pyrazolo[1,5-a]pyridine-3-carboxamide